(1s,3s)-3-hydroxy-3-(trifluoromethyl)cyclobutane-1-carbaldehyde OC1(CC(C1)C=O)C(F)(F)F